5-acetamido-3-benzyl-1-(4-vinylbenzyl)-1H-1,2,4-triazole C(C)(=O)NC1=NC(=NN1CC1=CC=C(C=C1)C=C)CC1=CC=CC=C1